[Cl-].C(C1=CC=CC=C1)[N+](C)(C)CCCCCCCCCCCCCC benzyl-tetradecyl-dimethyl-ammonium chloride